CC1=C(C=CC=C1)C1=CC(=C(C=C1)N1C[C@H](CC1)OC1=NC=CC=C1C)CCO (S)-2-(2'-methyl-4-(3-(3-methylpyridin-2-yloxy)pyrrolidin-1-yl)biphenyl-3-yl)ethanol